CC1=C(C=O)C=CC(=N1)C 2,6-dimethylnicotinaldehyde